C(C)(C)(C)OC(=O)NC=1SC(=C(N1)C1=CC=CC=C1)OC1=CC(=NC=C1)NC1=CC=C(C(=O)[O-])C=C1 4-(4-(2-(tert-butoxycarbonylamino)-4-phenylthiazol-5-yloxy)pyridin-2-ylamino)benzoate